N-((R)-1-(2-Fluoro-3-(trifluoromethyl)phenyl)ethyl)-7-methoxy-2-methyl-6-(((S)-pyrrolin-2-yl)methoxy)quinazolin-4-amine FC1=C(C=CC=C1C(F)(F)F)[C@@H](C)NC1=NC(=NC2=CC(=C(C=C12)OCC=1NCCC1)OC)C